Boc-L-prolylamide C(=O)(OC(C)(C)C)N1[C@@H](CCC1)C(=O)[NH-]